8-carboxymethoxypyren C(=O)(O)COC1=CC=C2C=CC3=CC=CC4=CC=C1C2=C43